ClC1=CC(=C(N=N1)OC)CP(OCC)(OCC)=O diethyl ((6-chloro-3-methoxypyridazin-4-yl)methyl)phosphonate